benzyl (2S)-2-[(2S)-2-amino-6-{[(9H-fluoren-9-ylmethoxy)carbonyl]amino}hexanamido]-3-hydroxypropanoate N[C@H](C(=O)N[C@H](C(=O)OCC1=CC=CC=C1)CO)CCCCNC(=O)OCC1C2=CC=CC=C2C=2C=CC=CC12